6,7-dibromo-5-{3-fluoro-4-[(4-methylpyrimidin-2-yl)oxy]phenyl}-5H-pyrrolo[3,2-d]pyrimidin-4-amine BrC1=C(C=2N=CN=C(C2N1C1=CC(=C(C=C1)OC1=NC=CC(=N1)C)F)N)Br